O=C1CC2CCC(C1)N2C2=C(C=O)C(=CC=C2)F 2-(3-oxo-8-azabicyclo[3.2.1]octan-8-yl)-6-fluorobenzaldehyde